CN1C2=C(C3=C([C@@H](C1=O)NC([C@H](C)NC(C(O)C1=CC(=CC(=C1)F)F)=O)=O)C=CC=C3)C=CC=C2 N-[(1S)-2-[[(7S)-6,7-dihydro-5-methyl-6-oxo-5H-dibenzo[b,d]azepin-7-yl]amino]-1-methyl-2-oxoethyl]-3,5-difluoro-alpha-hydroxyphenylacetamide